3-(4-amino-2-(pyridin-2-ylmethyl)-7-(quinoxalin-6-yl)-2H-[1,2,3]triazolo[4,5-c]pyridin-6-yl)-2-fluorobenzonitrile NC1=NC(=C(C=2C1=NN(N2)CC2=NC=CC=C2)C=2C=C1N=CC=NC1=CC2)C=2C(=C(C#N)C=CC2)F